R-10-Hydroxyoctadecanat O[C@@H](CCCCCCCCC(=O)[O-])CCCCCCCC